N-(1-cyanocyclopropyl)-3-(5-(difluoromethyl)-1,3,4-thiadiazol-2-yl)-8-(4,4-difluoropiperidin-1-yl)imidazo[1,5-a]pyridine-6-sulfonamide C(#N)C1(CC1)NS(=O)(=O)C=1C=C(C=2N(C1)C(=NC2)C=2SC(=NN2)C(F)F)N2CCC(CC2)(F)F